ClC1=C(C=C2C=C(N=CC2=C1)NC(=O)[C@@H]1CC12CCOCC2)N2CCC(CC2)C#N (R)-N-[7-chloro-6-(4-cyano-1-piperidinyl)-3-isoquinolinyl]-6-oxaspiro[2.5]octane-2-carboxamide